Fluorocarboxylat FC(=O)[O-]